C(C)C=1C=C(C=C(C1)CC)C(=C)C1=C(N)C(=CC(=C1)C)C(=C)C1=CC(=CC(=C1)CC)CC 2,6-bis(1-(3,5-diethylphenyl)vinyl)-4-methylaniline